[C@@H]12CC[C@@H](CC1)C2 cis-Norbornan